NCC1=CC=C(C=C1)N1C(=NC=2C1=NC(=CC2)C=2C=C(C=CC2)CC(=O)N)C=2C(=NC=CC2)N (3-(3-(4-(aminomethyl)phenyl)-2-(2-aminopyridin-3-yl)-3H-imidazo[4,5-b]pyridin-5-yl)phenyl)acetamide